C(CC)C(C[Al](CC(C(C)C)CCC)CC(C(C)C)CCC)C(C)C tri-(2-propyl-3-methyl-butyl)-aluminum